2-[[6-amino-4-(1-methylindazol-6-yl)-1-oxo-isoindolin-2-yl]methyl]-N-methyl-prop-2-enamide NC1=CC(=C2CN(C(C2=C1)=O)CC(C(=O)NC)=C)C1=CC=C2C=NN(C2=C1)C